FC1=CC=C(C=C1)N1N=C2C(N=CC=C2C2=CC(=C(C(=O)O)C=C2)OC)=C1 4-[2-(4-fluorophenyl)pyrazolo[4,3-b]pyridin-7-yl]-2-methoxy-benzoic acid